C(#C)C=1C=C(C(=O)NC2=CC(=C(C=C2)CNCCN2CCN(CC2)C2=CC=CC=C2)C(F)(F)F)C=CC1C 3-Ethynyl-4-Methyl-N-[4-([[2-(4-Phenylpiperazin-1-Yl)Ethyl]Amino]Methyl)-3-(Trifluoromethyl)Phenyl]benzamide